(R)-2-(pyrrolidin-3-yloxy)pyridine N1C[C@@H](CC1)OC1=NC=CC=C1